4-Bromo-N-((S)-1-((S)-2-(methoxymethyl)pyrrolidin-1-yl)-3-methylbutan-2-yl)-N-methylbenzamide BrC1=CC=C(C(=O)N(C)[C@H](CN2[C@@H](CCC2)COC)C(C)C)C=C1